1,3-diethyl-2-Methylimidazolium C(C)N1C(=[N+](C=C1)CC)C